((5-(difluoromethyl)-1H-pyrazol-3-yl)methyl)-3-(3-(difluoromethyl)-4-fluorophenyl)-1-(2-methoxypyrimidin-5-yl)urea FC(C1=CC(=NN1)CN(C(=O)NC1=CC(=C(C=C1)F)C(F)F)C=1C=NC(=NC1)OC)F